C(C)OC1=NC=CC=C1C1=CC(=C2C(=N1)C(=NN2C(C)C)C)NCC=2N=C(OC2)C 5-(2-ethoxy-3-pyridinyl)-1-isopropyl-3-methyl-N-[(2-methyl-oxazol-4-yl)methyl]pyrazolo[4,3-b]pyridin-7-amine